FC1=C(C=CC(=C1)C1=NOC(=N1)C(F)(F)F)C(CSCC1=CC=C(C=C1)OC)=O 1-(2-fluoro-4-(5-(trifluoromethyl)-1,2,4-oxadiazol-3-yl)phenyl)-2-((4-methoxybenzyl)thio)ethan-1-one